C(CCCCCCC)(=O)OC[C@H](N)C(=O)O O-octanoyl-serine